Dihydroxypropyl 2-((2-chloro-4-(4-(3-chlorophenyl)-trans-2,3-dimethylpiperazine-1-carbonyl)phenyl)sulfinyl)acetate ClC1=C(C=CC(=C1)C(=O)N1[C@H]([C@@H](N(CC1)C1=CC(=CC=C1)Cl)C)C)S(=O)CC(=O)OCCC(O)O